ClC1=NC=CC(=C1)N1CC2(C(N3[C@H](O2)CC[C@H]3C3=C(C=CC=C3)F)=O)C1 (5'S,7a'R)-1-(2-chloropyridin-4-yl)-5'-(2-fluorophenyl)tetrahydro-3'H-spiro[azetidine-3,2'-pyrrolo[2,1-b]oxazol]-3'-one